C1(=C(C=CC=C1)N1N=NC(=C1)C(=O)N)C 1-(o-tolyl)-1H-1,2,3-triazole-4-carboxamide